(1R,2S)-5'-methoxy-2-(3-{[5-methoxy-2-(1-methyl-1H-pyrazol-4-yl)pyridin-4-yl]amino}-1H-indazol-6-yl)spiro[cyclopropane-1,3'-indol]-2'(1'H)-one COC=1C=C2[C@]3(C(NC2=CC1)=O)[C@@H](C3)C3=CC=C1C(=NNC1=C3)NC3=CC(=NC=C3OC)C=3C=NN(C3)C